C1(CCCC1)N1N=C(C2=CC=C(C=C12)COC1=CC=C(C=C1)C(CC(=O)OC)C)C1=CC=CC=C1 methyl 3-(4-((1-cyclopentyl-3-phenyl-1H-indazol-6-yl)methoxy)phenyl)butanoate